C(=O)(OC(C)(C)C)C(C1=CC=CC=C1)C(=O)OC(C)(C)C BocBoctoluene